6-(3-Chloro-5-fluorophenyl)-N-(2-hydroxypyrimidin-5-yl)pyrimidine-4-carboxamide Boron tribromide B(Br)(Br)Br.ClC=1C=C(C=C(C1)F)C1=CC(=NC=N1)C(=O)NC=1C=NC(=NC1)O